N-[(2-chlorophenyl)methyl]-1-[3-(difluoromethoxy)phenyl]-5-oxopyrrolidine-3-carboxamid ClC1=C(C=CC=C1)CNC(=O)C1CN(C(C1)=O)C1=CC(=CC=C1)OC(F)F